(R*)-1-(7-fluoro-10,11-dihydrodibenzo[b,f]oxepin-10-yl)-N-methylmethanamine FC1=CC2=C([C@@H](CC3=C(O2)C=CC=C3)CNC)C=C1 |o1:5|